8-(4-Chloro-3-methylphenyl)-9-(4-((1-(3-fluoropropyl)azetidin-3-yl)methyl)phenyl)-6,7-dihydro-5H-benzo[7]annulen ClC1=C(C=C(C=C1)C=1CCCC2=C(C1C1=CC=C(C=C1)CC1CN(C1)CCCF)C=CC=C2)C